C(CCC)C(C(C(=O)OCC(COC(C(C(C1=CC=CC=C1)CCCC)(O)CCCC)=O)(COC(C(C(C1=CC=CC=C1)CCCC)(O)CCCC)=O)COC(C(C(C1=CC=CC=C1)CCCC)(O)CCCC)=O)(O)CCCC)C1=CC=CC=C1 pentaerythritol tetra-(dibutylhydroxyhydrocinnamate)